2-methyl-propane-2-sulfonic acid (2-bromo-ethyl)-amide BrCCNS(=O)(=O)C(C)(C)C